N[C@@H]1CN(CCC1)C1=CC(=NC=C1C=1C=NN(C1)C1CCOCC1)NC1=NC(=C(C(=O)N)C=C1)C1=C(C=CC=C1OC)F 6-((4-((S)-3-aminopiperidin-1-yl)-5-(1-(tetrahydro-2H-pyran-4-yl)-1H-pyrazol-4-yl)pyridin-2-yl)amino)-2-(2-fluoro-6-methoxyphenyl)nicotinamide